OC1=C(C(=CC(=C1)OC)OC)C(\C=C\C1=CC(=CC=C1)SC)=O (E)-1-(2-Hydroxy-4,6-dimethoxyphenyl)-3-(3-methylsulfanylphenyl)prop-2-en-1-one